OC1=C(C=CC(=C1)O)CCC(=O)O 3-(2,4-Dihydroxyphenyl)propanoic acid